ClC1=CSC2=C1NC(=C2)C(=O)N2C1CC(C(C2C(=O)NC(CC2C(NCC2)=O)C#N)CC1)(F)F 2-(3-chloro-4H-thieno[3,2-b]pyrrole-5-carbonyl)-N-(1-cyano-2-(2-oxopyrrolidin-3-yl)ethyl)-5,5-difluoro-2-azabicyclo[2.2.2]octane-3-carboxamide